OC=1C=C(C=CC1O)CCNC(NCCC1=CC=CC=C1)=S 3-[2-(3,4-dihydroxyphenyl)ethyl]-1-(2-phenylethyl)thiourea